CC1=C(C(=CC(=C1)C)C)S(=O)(=O)[O-].N[N+]1=CC(=CC(=C1)OC)Cl 1-amino-3-chloro-5-methoxypyridin-1-ium 2,4,6-trimethylbenzenesulfonate